ethyl (S)-3-(3-(furan-3-yl)phenyl)-3-(3-(4-hydroxy-1-methyl-2-oxo-1,2-dihydro pyridin-3-yl) ureido)propanoate O1C=C(C=C1)C=1C=C(C=CC1)[C@H](CC(=O)OCC)NC(=O)NC=1C(N(C=CC1O)C)=O